C[C@@]([C@@](C(=O)[O-])(O)C)(O)C(=O)[O-] Dimethyl-D-tartrat